1-(benzenesulfonyl)-N-(prop-2-yn-1-yl)-1H-indol-7-amine C1(=CC=CC=C1)S(=O)(=O)N1C=CC2=CC=CC(=C12)NCC#C